cyclopropyl-2-oxo-pyridine-3-carboxylic acid C1(CC1)C1=C(C(NC=C1)=O)C(=O)O